N1C=NC=CC=C1 1H-[1,3]-diazepine